6-((3-tert-butyl-7-(5-(hydroxymethyl)isoxazol-3-yl)pyrazolo[1,5-d][1,2,4]triazin-2-oxy)methyl)-N,N-dimethylnicotinamide C(C)(C)(C)C=1C(=NN2C(=NN=CC21)C2=NOC(=C2)CO)OCC2=NC=C(C(=O)N(C)C)C=C2